5-hydroxy-indole OC=1C=C2C=CNC2=CC1